FC(C=1C=CC(=NC1)NC(C1=CC=CC=C1)=O)(F)F N-(5-(trifluoromethyl)pyridin-2-yl)benzamid